perfluorobut-2-yne FC(C#CC(F)(F)F)(F)F